Cl.N1(N=NC=C1)C1=C(C=CC=C1)O (1H-1,2,3-triazol-1-yl)phenol hydrochloride